1-((3-(2-aminoethoxy)phenoxy)methyl)cyclooctanol NCCOC=1C=C(OCC2(CCCCCCC2)O)C=CC1